6,18-dioxo-1,5-dioxacyclooctadecan-3-yl(9-((2R,4S,5R)-5-ethynyl-4-hydroxy-5-(hydroxymethyl)tetrahydrofuran-2-yl)-2-fluoro-9H-purin-6-yl)carbamate O=C1OCC(COC(CCCCCCCCCCC1)=O)N(C([O-])=O)C1=C2N=CN(C2=NC(=N1)F)[C@@H]1O[C@@]([C@H](C1)O)(CO)C#C